tert-butyl (±)-2-oxo-3,5,6,7,8,9-hexahydro-2H-5,8-epiminocyclohepta[d]pyrimidine-10-carboxylate O=C1NC=C2C(=N1)CC1CCC2N1C(=O)OC(C)(C)C